9-(4-(1H-pyrazol-1-yl)benzyl)-2-(2-isopropylphenyl)-7,9-dihydro-8H-purin-8-one N1(N=CC=C1)C1=CC=C(CN2C3=NC(=NC=C3NC2=O)C2=C(C=CC=C2)C(C)C)C=C1